5-((5-chloro-2-(1-methyl-1,4,5,7-tetrahydro-6H-pyrazolo[3,4-c]pyridin-6-yl)pyrimidin-4-yl)amino)-3-(3-hydroxy-3-methylbutyl)-1-methyl-1,3-dihydro-2H-benzo[d]imidazol-2-one ClC=1C(=NC(=NC1)N1CC2=C(CC1)C=NN2C)NC2=CC1=C(N(C(N1CCC(C)(C)O)=O)C)C=C2